FC1=C(C=C(C(=C1)C)C=1C=C(C=2N(C1)C=C(N2)C2(CC2)C)N2CCOCC2)NC(=O)N2CC(=CC2)CC(F)(F)F N-(2-Fluoro-4-methyl-5-(2-(1-methylcyclopropyl)-8-morpholinoimidazo[1,2-a]pyridin-6-yl)phenyl)-3-(2,2,2-trifluoroethyl)-2,5-dihydro-1H-pyrrole-1-carboxamide